C(C)OC([C@@H](N(C1=CC=C(C=C1)F)C=1SC(=C(N1)Cl)C(=O)C1=NC(=NO1)C)C)=O |r| rac-N-{4-chloro-5-[(3-methyl-1,2,4-oxadiazol-5-yl)carbonyl]-1,3-thiazol-2-yl}-N-(4-fluorophenyl)alanine ethyl ester